ClC=1C(=NC(=NC1)NC1=C(C=C(C(=C1)C=C)N1CCC(CC1)N1CCN(CC1)C)OC)NC1=CC2=C(CCO2)C=C1N(S(=O)(=O)C)C N-(6-((5-chloro-2-((2-methoxy-4-(4-(4-methylpiperazin-1-yl)piperidin-1-yl)-5-vinylphenyl)amino)pyrimidin-4-yl)amino)-2,3-dihydrobenzofuran-5-yl)-N-methylmethanesulfonamide